O1[C@@H](COCC1)COC1=NN=C(S1)NC(=O)C=1C=NC(=CC1C1=CC(=NC=C1OC(F)F)Cl)C (S)-N-(5-((1,4-dioxane-2-yl)methoxy)-1,3,4-thiadiazol-2-yl)-2'-chloro-5'-(difluoromethoxy)-6-methyl-(4,4'-bipyridine)-3-carboxamide